NC1=CC=2N(C(N(CC2C=N1)C1=C(C=CC=C1C)F)=O)C1CCN(CC1)C 7-amino-3-(2-fluoro-6-methyl-phenyl)-1-(1-methyl-4-piperidyl)-4H-pyrido[4,3-d]pyrimidin-2-one